O1C=CC=2C(=NC=CC21)C2=CC=C(C(=O)NC13CCC(CC1)(CC3)O)C=C2 4-(furo[3,2-c]pyridin-4-yl)-N-(4-hydroxy-bicyclo[2.2.2]oct-1-yl)benzamide